8-(2,6-difluorophenyl)-N2-(4-morpholinylphenyl)pyrido[3,4-d]pyrimidine-2,4-diamine FC1=C(C(=CC=C1)F)C1=NC=CC2=C1N=C(N=C2N)NC2=CC=C(C=C2)N2CCOCC2